ClC1=CC=C(C(=O)C2C(CNC=C2)=O)C=C1 4-(4-Chlorobenzoyl)-3-oxo-3,4-dihydro-2H-pyridin